3-(4-((2-(2-(2-(ethyl(2-(4-((6-hydroxyl-2-(4-(methylsulfonyl)phenyl)naphthalene-1-yl)oxy)phenoxy)ethyl)amino)ethoxy)ethoxy)ethyl)amino)-1-oxoisoindol-2-yl)piperidine-2,6-dione C(C)N(CCOCCOCCNC1=C2CN(C(C2=CC=C1)=O)C1C(NC(CC1)=O)=O)CCOC1=CC=C(C=C1)OC1=C(C=CC2=CC(=CC=C12)O)C1=CC=C(C=C1)S(=O)(=O)C